OCC=1C=NN(C1)C1CN(C1)C1=CC(=C2C(C(=CN(C2=N1)C=1SC=CN1)C(=O)O)=O)C 7-{3-[4-(hydroxymethyl)-1H-pyrazol-1-yl]azetidin-1-yl}-5-methyl-4-oxo-1-(1,3-thiazol-2-yl)-1,4-dihydro-1,8-naphthyridine-3-carboxylic acid